O1C(=CC=C1)C=1C=C(C=CC1)NC(=O)C1C(=NN(C1=O)C=1C=NC(=CC1)OC)C N-(3-(furan-2-yl)phenyl)-1-(6-methoxypyridin-3-yl)-3-methyl-5-oxo-4,5-dihydro-1H-pyrazole-4-carboxamide